sodium dithiocarbazone NNC(=S)N=N.NNC(=S)N=N.[Na]